1-((1-(3,6-difluoro-9H-carbazol-9-yl)-3-(3-fluoro-9H-carbazol-9-yl)propan-2-yl)oxy)-3-((R)-3-(hydroxymethyl)piperazin-1-yl)propan-2-ol FC=1C=CC=2N(C3=CC=C(C=C3C2C1)F)CC(CN1C2=CC=CC=C2C=2C=C(C=CC12)F)OCC(CN1C[C@@H](NCC1)CO)O